3-(3-(3-bromo-2-fluorophenyl)-4H-1,2,4-triazol-4-yl)propan-1-ol BrC=1C(=C(C=CC1)C1=NN=CN1CCCO)F